L-seryl-glycyl-L-alanine N[C@@H](CO)C(=O)NCC(=O)N[C@@H](C)C(=O)O